NC1=NC=CC2=C1N=C(N=C2N2CCOCC2)C=2C=C(C=CC2)C#C[C@]2(C(N(CC2)C)=O)O (R)-3-((3-(8-Amino-4-morpholinopyrido[3,4-d]pyrimidin-2-yl)phenyl)ethynyl)-3-hydroxy-1-methylpyrrolidin-2-one